3,4,5-tri(((S)-3,7-dimethyloctyl)oxy)aniline 2,3-epoxycyclohexyl-methacrylate C1(C2C(CCC1)O2)OC(C(=C)C)=O.C[C@H](CCOC=2C=C(N)C=C(C2OCC[C@H](CCCC(C)C)C)OCC[C@H](CCCC(C)C)C)CCCC(C)C